5,10,15-trimethoxyphenyl-20-(4-methylthiophenyl)porphyrin COC=1C=CC=C(C1)C1=C2NC(=C1)C=C1C=CC(=N1)C(=C1C=CC(N1)=C(C=1C=CC(N1)=C2C=2SC=C(C2)C)OC)OC